OC(C)(C)C1=CC=C(C=N1)C1=NN2C(N=CC=C2)=C1C(=O)N [6-(2-hydroxypropan-2-yl)pyridin-3-yl]pyrazolo[1,5-a]pyrimidine-3-carboxamide